FC1=C(C=CC(=C1)F)C1=C2C(=NC(=C1)C(=O)O)O[C@H](CC2)CO (R)-5-(2,4-difluorophenyl)-2-(hydroxymethyl)-3,4-dihydro-2H-pyrano[2,3-b]Pyridine-7-carboxylic acid